OC1=C(C=C(C=C1)CCCOC(C(=C)C)=O)N1N=C2C(=N1)C=CC=C2 2-[2-hydroxy-5-(methacryloyloxypropyl)phenyl]-2H-benzotriazole